2-((1r,2r)-1-(2-chlorophenyl)-1-(1-(2-methoxy-2-methylpropyl)-1H-pyrazol-4-yl)propan-2-yl)-5-hydroxy-N-(isoxazol-4-yl)-1-methyl-6-oxo-1,6-dihydropyrimidine-4-carboxamide ClC1=C(C=CC=C1)[C@H]([C@@H](C)C=1N(C(C(=C(N1)C(=O)NC=1C=NOC1)O)=O)C)C=1C=NN(C1)CC(C)(C)OC